OCC1CCC(CC1)N1C(C2=CC(=C(C=C2C1)[N+](=O)[O-])N1CCOCC1)=O 2-(4-(Hydroxymethyl)cyclohexyl)-6-morpholino-5-nitroisoindolin-1-one